S1C=NC2=C1C=CC=C2N2CC1(CN(C1)C(=O)[C@@H]1C(C1)(C)C)C(C2)C(=O)N[C@H](C(N2CCCCC2)=O)[C@@H](C)OCC2CCCCC2 6-(Benzo[d]thiazol-4-yl)-N-((2S,3R)-3-(cyclohexylmethoxy)-1-oxo-1-(piperidin-1-yl)butan-2-yl)-2-((S)-2,2-dimethylcyclopropanecarbonyl)-2,6-diazaspiro[3.4]octane-8-carboxamide